FC(C(=O)O)(F)F.NC1=C2C(=NC=N1)N(N=C2C2=CC=C(C=C2)OC2=CC=CC=C2)C2CCN(CC2)C2CCC(CC2)N2CC(C2)OC=2C=C1C(N(C(C1=CC2)=O)C2C(NC(CC2)=O)=O)=O 5-[1-[4-[4-[4-amino-3-(4-phenoxyphenyl)pyrazolo[3,4-d]pyrimidin-1-yl]-1-piperidyl]cyclohexyl]azetidin-3-yl]oxy-2-(2,6-dioxo-3-piperidyl)isoindoline-1,3-dione trifluoroacetate